CC(CCCCCCCCCCCCCC)CCCC(CCCCCCCCCCCCCC)C 15,19-Dimethyltritriacontane